Cl.C[C@@H]1CN(C[C@H](N1)C)C1=NC2=CC=C(C=C2N=C1)F 2-((R,5R)-3,5-dimethylpiperazin-1-yl)-6-fluoroquinoxaline hydrochloride